2-((5-(2-(1-(1,3-dioxolan-2-yl)-4-methylpent-3-yl)-2,6-diazaspiro[3.4]oct-6-yl)-1,2,4-triazin-6-yl)oxy)-N-ethyl-5-fluoro-N-isopropylbenzamide O1C(OCC1)CCC(C(C)C)N1CC2(C1)CN(CC2)C=2N=CN=NC2OC2=C(C(=O)N(C(C)C)CC)C=C(C=C2)F